OC1(CCN(CC12CCCC2)C(C(C)C)=O)CN2C=C(C(=CC2=O)C2=CC=CC=C2)C(=O)N(C)C 1-((10-hydroxy-7-isobutyryl-7-azaspiro[4.5]decan-10-yl)methyl)-N,N-dimethyl-6-oxo-4-phenyl-1,6-dihydropyridine-3-carboxamide